C1(CC1)C[C@@H](C(=O)OCC=C)NC(C[C@H]1N(C(CC1)=O)CC1=C(C(=CC=C1)F)F)=O Allyl (S)-3-cyclopropyl-2-(2-((S)-1-(2,3-difluorobenzyl)-5-oxopyrrolidin-2-yl)acetamido)propanoate